C(C)(=O)C1=NC=CC(=N1)COC1=CC=C(C=C1)C(C)(C)C1=CC=C(OCC2CN(CCC2)C=2C=C3C(N(C(C3=CC2)=O)C2C(NC(CC2)=O)=O)=O)C=C1 5-(3-((4-(2-(4-((2-acetylpyrimidin-4-yl)methoxy)phenyl)propan-2-yl)phenoxy)methyl)piperidin-1-yl)-2-(2,6-dioxopiperidin-3-yl)isoindoline-1,3-dione